(4-amino-7-fluoro-1,3-dihydrofuro[3,4-c]quinolin-8-yl)((5S)-5-methyl-2-(1'-(oxetane-3-yl)-3H-spiro[benzofuran-2,4'-piperidin]-5-yl)piperidin-1-yl)methanone NC1=NC=2C=C(C(=CC2C2=C1COC2)C(=O)N2C(CC[C@@H](C2)C)C=2C=CC1=C(CC3(CCN(CC3)C3COC3)O1)C2)F